CN1[C@@H]([C@H](CC1=O)C(=O)NCCOCCOCCC(=O)N1CCN(CC1)C1CCC(CC1)C(=O)OCC)C=1C=NC=CC1 Ethyl (1r,4r)-4-(4-(3-(2-(2-((2S,3S)-1-methyl-5-oxo-2-(pyridin-3-yl) pyrrolidine-3-carboxamido)ethoxy)ethoxy)propanoyl)piperazin-1-yl)cyclohexane-1-carboxylate